CS(=O)(=O)O.CC(CC[C@@H](C(=O)O)NCC=1C=CC2=C(OCCN2C)C1)(C)C (S)-5,5-dimethyl-2-(((4-methyl-3,4-dihydro-2H-benzo[b][1,4]oxazin-7-yl)methyl)amino)hexanoic acid, methanesulfonic acid salt